N-((3S,4R)-3-fluoro-1-methylpiperidin-4-yl)-5-(1-(2-fluoroethyl)-1H-benzo[d][1,2,3]triazol-6-yl)-4-methoxypyrrolo[2,1-f][1,2,4]triazin-7-d-2-amine F[C@H]1CN(CC[C@H]1NC1=NN2C(C(=N1)OC)=C(C=C2[2H])C=2C=CC1=C(N(N=N1)CCF)C2)C